racemic-(3R,4S)-3-acetamido-4-allyl-N-(tert-butyl)pyrrolidine-3-carboxamide C(C)(=O)N[C@]1(CNC[C@@H]1CC=C)C(=O)NC(C)(C)C |r|